perfluoro methyl-vinyl ether CC=COF